5-(3-fluorophenyl)-N-[(2R)-1-hydroxypropan-2-yl]-6-[3-(trifluoromethyl)phenoxy]pyridine-3-carboxamide FC=1C=C(C=CC1)C=1C=C(C=NC1OC1=CC(=CC=C1)C(F)(F)F)C(=O)N[C@@H](CO)C